ClC=1C=NC=C(C1[C@@H](C)OC=1C=C2C(=NNC2=CC1)C=1C=CC2=C(NC(=N2)C2CCNCC2)C1)Cl (R)-5-(1-(3,5-dichloropyridin-4-yl)ethoxy)-3-(2-(piperidin-4-yl)-1H-benzo[d]imidazol-6-yl)-1H-indazole